(±)-N-(3-Bromo-2-fluorophenyl)-7-[(dimethylamino)methyl]-7,8-dihydro[1,4]dioxino[2,3-g]quinazolin-4-amine BrC=1C(=C(C=CC1)NC1=NC=NC2=CC3=C(C=C12)O[C@@H](CO3)CN(C)C)F |r|